C(C1CO1)N1C(N(C(C(C1=O)(CC)CC)=O)CC1CO1)=O diglycidyl-5,5-diethylbarbituric acid